penamide S1[CH-]CN2[C@H]1CC2=O